2-(Trimethylsilyl)ethyl 1H-imidazole-1-carboxylate N1(C=NC=C1)C(=O)OCC[Si](C)(C)C